5-(4-((1-methyl-1,4,5,7-tetrahydropyrano[3,4-c]pyrazol-4-yl)methoxy)phenyl)-2-oxo-6-(trifluoromethyl)-1,2-dihydropyridine-3-carboxamide CN1N=CC2=C1COCC2COC2=CC=C(C=C2)C=2C=C(C(NC2C(F)(F)F)=O)C(=O)N